ClC1=C2C(=NC=C1)NC(=C2C2=CC=C1CCCN(C1=C2)C(C=C)=O)I 1-(7-(4-chloro-2-iodo-1H-pyrrolo[2,3-b]pyridin-3-yl)-3,4-dihydroquinolin-1(2H)-yl)prop-2-en-1-one